5-(4-((1-(5-aminopyridin-2-yl)piperidin-4-yl)methyl)piperazin-1-yl)-2-(2,6-dioxopiperidin-3-yl)isoindoline-1,3-dione NC=1C=CC(=NC1)N1CCC(CC1)CN1CCN(CC1)C=1C=C2C(N(C(C2=CC1)=O)C1C(NC(CC1)=O)=O)=O